copper-cadmium-zinc-tin [Sn].[Zn].[Cd].[Cu]